tert-butyl (S)-2,2-dimethyl-4-(2-oxoethyl)oxazolidine-3-carboxylate CC1(OC[C@@H](N1C(=O)OC(C)(C)C)CC=O)C